C(C)(C)(C)OC(=O)N1CCC(CC1)N1C(C(NC2=CC(=C(C=C12)Cl)Br)=O)=O 4-(6-bromo-7-chloro-2,3-dioxo-3,4-dihydroquinoxalin-1(2H)-yl)piperidine-1-carboxylic acid tert-butyl ester